ClC1=C(C=C(C=C1)N1CC(C2=NC(=CC=C21)C(=O)N2CC=NC(CC2(C)C)=O)(C)C)F 1-(1-(4-chloro-3-fluorophenyl)-3,3-dimethyl-2,3-dihydro-1H-pyrrolo[3,2-b]pyridine-5-carbonyl)-7,7-dimethyl-1,4-diazepin-5-one